ClC1=CC=C(C=N1)C(C(=O)O)(F)F 2-(6-Chloropyridin-3-yl)-2,2-difluoroacetic acid